3-Acryloxypropyl-dimethylmonopropyloxysilane C(C=C)(=O)OCCC[Si](OCCC)(C)C